(E)-5-(4-isopropoxyphenyl)-N'-(thiophen-2-ylmethylene)furan-2-carbohydrazide C(C)(C)OC1=CC=C(C=C1)C1=CC=C(O1)C(=O)N/N=C/C=1SC=CC1